(Z)-methyl 2-cyano-3-ethoxybut-2-enoate C(#N)/C(/C(=O)OC)=C(\C)/OCC